C1(CCCCC1)N1N=CC(=C1)CNC1=C2C(N(C(C2=CC=C1)=O)C1C(NC(CC1)=O)=O)=O 4-(((1-cyclohexyl-1H-pyrazol-4-yl)methyl)amino)-2-(2,6-dioxopiperidin-3-yl)isoindoline-1,3-dione